BrC(=CCC(F)(F)F)Cl bromo-trifluoro-chlorobutene